N-(3-fluoro-4-(1-(2-oxopyrrolidin-3-yl)-1H-pyrazol-4-yl)phenyl)-2-(3-(trifluoromethyl)phenyl)acetamide FC=1C=C(C=CC1C=1C=NN(C1)C1C(NCC1)=O)NC(CC1=CC(=CC=C1)C(F)(F)F)=O